C(CCCCCCC\C=C/C\C=C/CCCCC)(=O)OCC(COC(CC1C2CC3CC(CC1C3)C2)=O)COC(=O)OCC2CN(CCC2)CC 3-(2-((1r,3r)-adamantan-2-yl)acetoxy)-2-(((((1-ethylpiperidin-3-yl)methoxy)carbonyl)oxy)methyl)propyl (9Z,12Z)-octadeca-9,12-dienoate